FOC(C=C)=O acrylic fluoroester